N[C@H](C(=O)OCC([C@@H](O)C(NCCC(NCCSC(C)=O)=O)=O)(C)C)C (3R)-3-[(2-[[2-(acetylsulfanyl)ethyl]carbamoyl]ethyl)carbamoyl]-3-hydroxy-2,2-dimethylpropyl (2S)-2-aminopropanoate